FC1=C(C(=C(C=C1OC)OC)F)C1CCC=2C(=NNC2C1)C1=C(C=CC(=C1)N1CCN(CC1)C)NC(C=C)=O N-(2-(6-(2,6-difluoro-3,5-dimethoxyphenyl)-4,5,6,7-tetrahydro-1H-indazol-3-yl)-4-(4-methylpiperazin-1-yl)phenyl)acrylamide